methyl 2-(3-nitrophenyl)cyclopent-1-ene-1-carboxylate [N+](=O)([O-])C=1C=C(C=CC1)C1=C(CCC1)C(=O)OC